FC1=C(C=CC(=C1)C=1OC(=NN1)C1=CC=C(C=C1)OC(F)(F)F)NC(=O)\N=C\1/SCC(N1C1=C(C=CC(=C1)C)C(C)OC)=O (Z)-1-(2-fluoro-4-(5-(4-(trifluoromethoxy)phenyl)-1,3,4-oxadiazol-2-yl)phenyl)-3-(3-(2-(1-methoxyethyl)-5-methylphenyl)-4-oxothiazolidin-2-ylidene)urea